CCCCCCCCCCCCCCCCCCC/C=C/C(=O)O Docosenoic Acid